(E)-4-(N-benzyl-2-methyl-4-anilinopyrimidine-5-carboxamido)-2-butene carbonate C(O)(O)=O.C(C1=CC=CC=C1)N(C(=O)C=1C(=NC(=NC1)C)NC1=CC=CC=C1)C/C=C/C